ClC=1C=C(C=CC1Cl)NC(=O)N1C2CCC1CC1=NC(NC=C12)=O (±)-N-(3,4-dichlorophenyl)-2-oxo-3,5,6,7,8,9-hexahydro-2H-5,8-epiminocyclohepta[d]-pyrimidine-10-carboxamide